NC=1C=C(CNC(=O)[C@H]2N3C4=C(C=CC=C4C2)CC[C@@H](C3=O)NC([C@H]([C@H](CC)C)NC(COCCF)=O)=O)C=CC1 (2S,5S)-5-{(2S,3S)-2-[2-(2-Fluoro-ethoxy)-acetylamino]-3-methyl-pentanoylamino}-4-oxo-1,2,4,5,6,7-hexahydro-azepino[3,2,1-hi]indole-2-carboxylic acid 3-amino-benzylamide